NCC(=O)CCC(=O)O Aminolevulinic Acid